CCCCCCCCCCCCCCCCCCCCCCCCCCCCCCCCCCCCCCCCCCCCCCCCCCCCCCCCCCCCCCCCCCCCCCCCCCCCCCCCCCCCCCCCCCC n-Hennonacontane